1-methyl-5-(trifluoromethyl)-1H-pyrazole-3-sulfonyl chloride CN1N=C(C=C1C(F)(F)F)S(=O)(=O)Cl